[C@H]12CN(C[C@H](CC1)N2)C=2C1=C(N=C(N2)OC([2H])([2H])C2(CC2)CN2CCCC2)C(N(C=C1)C1=CC(=CC2=CC=C(C(=C12)F)F)O)=O 4-((1R,5S)-3,8-Diazabicyclo[3.2.1]octan-3-yl)-7-(7,8-difluoro-3-hydroxynaphthalen-1-yl)-2-((1-(pyrrolidin-1-ylmethyl)cyclopropyl)methoxy-d2)pyrido[3,4-d]pyrimidin-8(7H)-one